tert-Butyl (1R,3S,4S,5R)-3-((benzoyloxy)methyl)-5-methyl-2-azabicyclo[3.1.0]hexane-2-carboxylate C(C1=CC=CC=C1)(=O)OC[C@H]1N([C@@H]2C[C@@]2(C1)C)C(=O)OC(C)(C)C